(2R)-2-amino-N-(1-(6-((2-amino-2-oxo-1-phenylethyl)thio)-3,5-dicyano-4-ethylpyridin-2-yl)piperidin-4-yl)propionamide, hydrochloride Cl.N[C@@H](C(=O)NC1CCN(CC1)C1=NC(=C(C(=C1C#N)CC)C#N)SC(C(=O)N)C1=CC=CC=C1)C